C(C)(C)(C)OC(=O)N[C@H](CC1=C(C2=NSC(=C2S1)N(C(OC(C)(C)C)=O)CC=1SC=CC1)C#C[Si](C)(C)C)C tert-butyl N-{5-[(2S)-2-[(tert-butoxycarbonyl)amino]propyl]-6-[2-(trimethylsilyl)ethynyl]thieno[3,2-c][1,2]thiazol-3-yl}-N-(thiophen-2-ylmethyl)carbamate